C(C)(C)(C)OC(=O)N1CC(C1)NC1=C(C(=C(C=N1)C(=O)O[C@@H]1[C@H](CC[C@@H](C1)C)C(C)C)[C@](C)(C#N)C1=C(C(=CC=C1)Cl)F)F (1S,2R,5S)-5-methyl-2-(propan-2-yl)cyclohexyl 6-{[1-(tert-butoxycarbonyl)azetidin-3-yl]amino}-4-[(1R)-1-(3-chloro-2-fluorophenyl)-1-cyanoethyl]-5-fluoropyridine-3-carboxylate